FC1=CC=C(C=C1)C1=NN(C(=C1C(C)C)NC(C[C@H]1C(C(C1)(F)F)(F)F)=O)C (R)-N-(3-(4-fluorophenyl)-4-isopropyl-1-methyl-1H-pyrazol-5-yl)-2-(2,2,3,3-tetrafluorocyclobutyl)acetamide